C(C)(C)(C)OC(NS(=O)(=O)C=1C=CC2=C(N(C(=N2)CCl)C[C@H]2OCC2)C1)=O (S)-((2-(chloromethyl)-1-(oxetan-2-ylmethyl)-1H-benzo[d]imidazol-6-yl)sulfonyl)carbamic acid tert-butyl ester